1-[1-(3-{1-(4-hydroxyphenyl)-1-methylethyl}-4,6-dihydroxyphenyl)-1-methylethyl]-3-(1-(3-{1-(4-hydroxyphenyl)-1-methylethyl}-4,6-dihydroxyphenyl)-1-methylethyl)benzene OC1=CC=C(C=C1)C(C)(C)C=1C=C(C(=CC1O)O)C(C)(C)C1=CC(=CC=C1)C(C)(C)C1=CC(=C(C=C1O)O)C(C)(C)C1=CC=C(C=C1)O